4-(chloromethyl)-1-((4-cyclohexyl-3-(trifluoromethyl)phenoxy)methyl)-2-methylbenzene ClCC1=CC(=C(C=C1)COC1=CC(=C(C=C1)C1CCCCC1)C(F)(F)F)C